C(CCCCCC)[Si](OCC)(OCC)CCCCCCC di-n-heptyldiethoxysilane